(R)-4-(1-(3-(difluoromethyl)-2-fluorophenyl)ethylamino)-N,N,2-trimethyl-7-(N-methylacetamido)pyrido[2,3-d]pyrimidine-6-carboxamide FC(C=1C(=C(C=CC1)[C@@H](C)NC=1C2=C(N=C(N1)C)N=C(C(=C2)C(=O)N(C)C)N(C(C)=O)C)F)F